Ethyl 2-[(1R,3R)-1-[(tert-butyldimethylsilyl)oxy]-3-[10,10-dimethyl-1-(4-nitrophenyl)-8-oxo-2,6,9-trioxa-7-azaundecan-7-yl]-4-methylpentyl]-1,3-thiazole-4-carboxylate [Si](C)(C)(C(C)(C)C)O[C@H](C[C@H](C(C)C)N(OCCCOCC1=CC=C(C=C1)[N+](=O)[O-])C(OC(C)(C)C)=O)C=1SC=C(N1)C(=O)OCC